CC1=CC=C(C=C1)S(=O)(=O)OCC(COC1CCOCC1)C (2-methyl-3-tetrahydropyran-4-yloxy-propyl) 4-methylbenzenesulfonate